OC(CCN1C(NC2=C1C=CC=C2)=O)(C)C 3-(3-hydroxy-3-methylbutyl)-1,3-dihydro-2H-benzo[d]imidazol-2-one